[Cl-].[Cl-].[Cl-].[Cl-].CN1C(C=CC=C1)C1=C2NC(=C1)C=C1C=CC(=N1)C=C1C=CC(N1)=CC=1C=CC(N1)=C2 (N-methylpyridyl)porphyrine tetrachloride